FC1=C(C=CC=C1)C1=C2C(=NN1CC=1C=NC(=CC1)OC)CN(C2)C(=O)OC(C)(C)C tert-butyl 3-(2-fluorophenyl)-2-((6-methoxypyridin-3-yl) methyl)-2,6-dihydropyrrolo[3,4-c]pyrazole-5(4H)-carboxylate